FC1=CC2=C(C(=CS2)C=2N=C(C(=NC2)OCC(C)(O)C)C)C=C1 1-[[5-(6-fluoro-1-benzothiophen-3-yl)-3-methylpyrazin-2-yl]oxy]-2-methylpropan-2-ol